allyl-(4-phenyl-thiazol-2-yl)-amine C(C=C)NC=1SC=C(N1)C1=CC=CC=C1